C(C)C1(CCC=2C1=NC(=CC2)NC2=NC(=NC=C2C#N)NC2=CC(=C(C(=C2)C)C2CCN(CC2)C)F)O 4-[(7-ethyl-7-hydroxy-5,6-dihydrocyclopenta[b]pyridin-2-yl)amino]-2-[3-fluoro-5-methyl-4-(1-methyl-4-piperidyl)anilino]pyrimidine-5-carbonitrile